5-(3H-[1,2,3]triazolo[4,5-d]pyrimidin-5-yl)-2-fluorobenzoic acid N1=NNC=2N=C(N=CC21)C=2C=CC(=C(C(=O)O)C2)F